FC1=C(C(=O)N([C@H]2CNCCC2)C2=NC=CC3=C2C=C(S3)C=3C=C2C=CNC2=CC3)C=CC(=C1)C=1N=NN(C1)C 2-fluoro-N-[2-(1H-indol-5-yl)thieno[3,2-c]pyridin-4-yl]-4-(1-methyltriazol-4-yl)-N-[(3R)-3-piperidyl]benzamide